N1=C(C=CC=C1)C1=NN=C(S1)CN1N=C(C=CC1=O)C=1C=NC(=NC1)OCC(F)(F)F 2-((5-(pyridin-2-yl)-1,3,4-thiadiazol-2-yl)methyl)-6-(2-(2,2,2-trifluoroethoxy)pyrimidin-5-yl)pyridazin-3(2H)-one